(Z)-dodec-7-ene-1-yl acetate C(C)(=O)OCCCCCC\C=C/CCCC